BrCCCCO[C@H]1CN(CC1)C(=O)OC(C)(C)C tert-butyl (R)-3-(4-bromobutoxy)pyrrolidine-1-carboxylate